ClC=1C(=NC=CC1C1=NC(=C(C=C1)CN1CC2(C1)CNC(C2)=O)OC)C=2C(=C(C=CC2)NC(C2=NC=C(C=C2)CN2CC(C2)O)=O)C N-(3-(3'-chloro-6-methoxy-5-((7-oxo-2,6-diazaspiro[3.4]octan-2-yl)methyl)-[2,4'-bipyridin]-2'-yl)-2-methylphenyl)-5-((3-hydroxyazetidin-1-yl)methyl)picolinamide